COCC1=C2C=CC(=NC2=CC(=C1)N)[C@@H]1[C@H](C1)C1=NC=CC(=N1)C |r| rac-5-(methoxymethyl)-2-((1S*,2S*)-2-(4-methylpyrimidin-2-yl)cyclopropyl)quinolin-7-amine